COC=1C=C2C(CC(NC2=CC1)=O)C1=CC=CC=C1 6-Methoxy-4-phenyl-3,4-dihydro-quinolin-2(1H)-one